N-(tert-Butoxycarbonyl)cystamine C(C)(C)(C)OC(=O)NCCSSCCN